1-(3-pyridyl)-2-[2-[6-(trifluoromethyl)-3-pyridyl]ethylamino]ethanol N1=CC(=CC=C1)C(CNCCC=1C=NC(=CC1)C(F)(F)F)O